3-(((R)-7-((2S,4R)-2-(3-fluorophenyl)-4-(methylamino)piperidine-1-carbonyl)-7-azaspiro[4.5]dec-10-yl)methyl)-6-phenylpyrimidin-4(3H)-one FC=1C=C(C=CC1)[C@H]1N(CC[C@H](C1)NC)C(=O)N1CC2(CCCC2)[C@@H](CC1)CN1C=NC(=CC1=O)C1=CC=CC=C1